ClC1=C(C=CC=C1OC)C1=CC2=C(N=C(N=C2)SC)C(=N1)NCC1N(CCC1)C 6-(2-chloro-3-methoxyphenyl)-N-((1-methylpyrrolidin-2-yl)methyl)-2-(methylthio)pyrido[3,4-d]pyrimidine-8-amine